5-cyclohexyl-1,3-thiazol C1(CCCCC1)C1=CN=CS1